acrylic acid (2-hydroxypropyl) ester OC(COC(C=C)=O)C